(E)-5-(2-([1,1'-biphenyl]-2-yl)vinyl)-2-hydroxybenzoic acid C1(=C(C=CC=C1)/C=C/C=1C=CC(=C(C(=O)O)C1)O)C1=CC=CC=C1